2-amino-N-(2-(dimethylamino)ethyl)-2-methylpropanamide NC(C(=O)NCCN(C)C)(C)C